C[Si](C)(C)N1C=CC(C=C1)=C1C=CN(C=C1)[Si](C)(C)C bistrimethylsilyl-1,1'-dihydro-4,4'-bipyridinylidene